tert-Butyl (3-((4-(quinolin-3-yl)pyrimidin-2-yl)amino)propyl)carbamate N1=CC(=CC2=CC=CC=C12)C1=NC(=NC=C1)NCCCNC(OC(C)(C)C)=O